N=1N=C(N2C1COCC2)CNC2=CC1=C(OCO1)C=C2 N-((6,8-dihydro-5H-[1,2,4]triazolo[3,4-c][1,4]oxazin-3-yl)methyl)benzo[d][1,3]dioxol-5-amine